2,5-dimethyldichloroisophthalic acid CC1=C(C(=O)O)C(=C(C(=C1C(=O)O)Cl)C)Cl